perfluorophenyl 2-(2-chloro-4'-hydroxy-[1,1'-biphenyl]-4-yl)acetate ClC1=C(C=CC(=C1)CC(=O)OC1=C(C(=C(C(=C1F)F)F)F)F)C1=CC=C(C=C1)O